O=S1(CCN(CC1)CCNC(=S)NC=1C=C2C(=CC(=NC2=CC1)N1CCN(CC1)CC)C)=O 1-(2-(1,1-dioxidothiomorpholino)ethyl)-3-(2-(4-ethylpiperazin-1-yl)-4-methylquinolin-6-yl)thiourea